2-fluoro-6-[(3-fluorobenzyl)amino]-9-(tetrahydrofuran-2-yl)-9H-purine FC1=NC(=C2N=CN(C2=N1)C1OCCC1)NCC1=CC(=CC=C1)F